C12(CC3CC(CC(C1)C3)C2)C=2SC=NN2 1-adamantyl-1,3,4-thiadiazole